benzyl ((3R,4R)-3-ethyl-4-hydroxylcyclopentyl)carbamate C(C)[C@@H]1CC(C[C@H]1O)NC(OCC1=CC=CC=C1)=O